ClC1=CC=C(C=C1)[C@@H]1N(OCC1)C1=CC(=NC=N1)NC=1C(=CC(=C(C1)NC(C=C)=O)N1CCC(CC1)N1CCN(CC1)CC)OC N-(5-((6-((R)-3-(4-chlorophenyl)-isoxazolidine-2-yl)pyrimidine-4-yl)amino)-2-(4-(4-ethylpiperazine-1-yl)piperidine-1-yl)-4-methoxyphenyl)acrylamide